N-(1-(2,5-difluorophenyl)-1-(1-methyl-2-oxo-1,2-dihydropyridin-3-yl)but-3-yn-1-yl)-2-methylpropan-2-sulfinamide FC1=C(C=C(C=C1)F)C(CC#C)(C=1C(N(C=CC1)C)=O)NS(=O)C(C)(C)C